7-[(2S,3S,5S,6S)-3,5-dihydroxy-6-methyl-tetrahydropyran-2-yl]oxy-4-methyl-chromen-2-one O[C@@H]1[C@@H](O[C@H]([C@H](C1)O)C)OC1=CC=C2C(=CC(OC2=C1)=O)C